NC1=C(C=C(C(=C1)F)N1CCC(CC1)N(C)C)NC(OC(C)(C)C)=O tert-butyl (2-amino-5-(4-(dimethylamino)piperidin-1-yl)-4-fluorophenyl)carbamate